(3S,4S)-3-fluoro-4-prop-2-ynyloxy-piperidine-1-carboxylic acid tert-butyl ester C(C)(C)(C)OC(=O)N1C[C@@H]([C@H](CC1)OCC#C)F